C(C)N1C(NC2=C(C1=O)SC(=C2)CN2CCNCC2)=O 4-((3-ethyl-2,4-dioxo-1,2,3,4-tetrahydrothieno[3,2-d]pyrimidin-6-yl)methyl)piperazin